C(C)OC(COC1=CC=C(C=C1)[C@H](C1=C(CNC2=CC(=CC=C12)O)C1=C(C=C(C=C1)C(F)(F)F)F)O)OCC 4-[(R)-[4-(2,2-Diethoxyethoxy)phenyl]-hydroxy-methyl]-3-[2-fluoro-4-(trifluoromethyl)phenyl]-1,2-dihydroquinolin-7-ol